CN(C(NCCCN)=O)C Dimethyl-aminopropyl-urea